ClC1=C(/C=C/C2=CC(CC(C2)(C)C)=O)C=CC=C1 (E)-3-(2-chlorostyryl)-5,5-dimethylcyclohex-2-en-1-one